C1=CC=C(C(=C1)O)OC2=CC=CC(=C2[O-])[O-] The molecule is a phenolate anion obtained by selective deprotonation of the 2- and 2'-hydroxy groups of 2,2',3-trihydroxydiphenyl ether. It is the major microspecies at pH 7.3 (according to Marvin v 6.2.0.). It is a conjugate base of a 2,2',3-trihydroxydiphenyl ether.